1-[5-(5-chloro-2-methoxypyridin-4-yl)-1H-pyrazole-3-carbonyl]-N-[(pyrimidin-2-yl)methyl]piperidine-4-carboxamide ClC=1C(=CC(=NC1)OC)C1=CC(=NN1)C(=O)N1CCC(CC1)C(=O)NCC1=NC=CC=N1